NCCCCOC(=O)N1CCN(CC1)CC(=O)O 2-{4-[(4-aminobutoxy)carbonyl]piperazin-1-yl}acetic acid